(4aS,7aR,12bS)-3-(cyclopropylmethyl)-4a-hydroxy-7-oxo-2,3,4,4a,5,6,7,7a-octahydro-1H-4,12-methanobenzofuro[3,2-e]isoquinolin-9-yl octyl carbonate C(OC1=CC=C2C3=C1O[C@@H]1[C@]34CCN(C([C@@]4(CCC1=O)O)C2)CC2CC2)(OCCCCCCCC)=O